4-(4-morpholinomethyl)phenylboronic acid B(C1=CC=C(C=C1)CN2CCOCC2)(O)O